3-bromo-1-(4-bromo-2,6-difluorophenyl)-4-[(2,4-difluorobenzyl)oxy]-6-methylpyridin-2(1H)-one BrC=1C(N(C(=CC1OCC1=C(C=C(C=C1)F)F)C)C1=C(C=C(C=C1F)Br)F)=O